methyl 1-(4-(3-(2,6-dichlorophenyl)azetidin-1-yl)-2-fluorobenzyl)piperidine-4-carboxylate ClC1=C(C(=CC=C1)Cl)C1CN(C1)C1=CC(=C(CN2CCC(CC2)C(=O)OC)C=C1)F